C(C)(C)(C)OC(=O)N1CCC(CC1)CN1N=CC=C(C1=O)N1CCOCC1 4-((5-Morpholinyl-6-oxopyridazin-1(6H)-yl)methyl)piperidine-1-carboxylic acid tert-butyl ester